BrC1=CC=C(C=C1)NC1C(C(NC2=CC=CC=C12)=O)(C)C 4-((4-Bromophenyl)amino)-3,3-dimethyl-3,4-dihydroquinolin-2(1H)-one